6-(((3R,4S)-3-((2-(2,6-dioxopiperidin-3-yl)-1-oxoisoindolin-5-yl)oxy)-4-fluoropyrrolidin-1-yl)methyl)quinoline-2-carbonitrile O=C1NC(CCC1N1C(C2=CC=C(C=C2C1)O[C@@H]1CN(C[C@@H]1F)CC=1C=C2C=CC(=NC2=CC1)C#N)=O)=O